3-[(3-aminopyrrolidin-1-yl)methyl]oxetan-3-ol NC1CN(CC1)CC1(COC1)O